4-(6-(3-fluoro-4-(4-methylpiperazine-1-carbonyl)phenyl)imidazo[1,2-a]pyridin-3-yl)benzonitrile FC=1C=C(C=CC1C(=O)N1CCN(CC1)C)C=1C=CC=2N(C1)C(=CN2)C2=CC=C(C#N)C=C2